C1(C=CCC1)C(=O)O Cyclopent-2-ene-1-carboxylic acid